1-(6-(4-isopropyl-4H-1,2,4-triazol-3-yl)pyridin-2-yl)-3-(3-phenyl-1H-pyrazol-5-yl)urea C(C)(C)N1C(=NN=C1)C1=CC=CC(=N1)NC(=O)NC1=CC(=NN1)C1=CC=CC=C1